N-({6-[(1,3-oxazol-4-yl)methoxy]-5-trifluoromethoxy-2-indolyl}methyl)1-methylcyclopropanecarboxamide O1C=NC(=C1)COC1=C(C=C2C=C(NC2=C1)CNC(=O)C1(CC1)C)OC(F)(F)F